1-[4-(2,3-dimethylphenyl)piperazin-1-yl]-2-{3-[4-(2H-1,2,3-triazol-2-yl)piperidine-1-carbonyl]-5,6-dihydrocyclopenta[c]pyrazol-1(4H)-yl}ethan-1-one CC1=C(C=CC=C1C)N1CCN(CC1)C(CN1N=C(C2=C1CCC2)C(=O)N2CCC(CC2)N2N=CC=N2)=O